OC1=CC=C(C=C1)N(C(=O)C1=C(N(C(=C1)C1=C(C=CC(=C1)OC)C(=O)N1CC2=CC=CC=C2C[C@H]1C)C)C)C=1C=NN(C1)C N-(4-Hydroxyphenyl)-5-(5-methoxy-2-{[(3R)-3-methyl-3,4-dihydroisoquinolin-2(1H)-yl]carbonyl}phenyl)-1,2-dimethyl-N-(1-methyl-1H-pyrazol-4-yl)-1H-pyrrole-3-carboxamide